C(C1=CC=CC=C1)OC1=CC(=NC2=CC=NC(=C12)N1C(CCC1)=O)C=1C(=NC=C(C1C)C(F)(F)F)OC1=C(C(=C(C=C1)F)F)C 1-[4-benzyloxy-2-[2-(3,4-difluoro-2-methyl-phenoxy)-4-methyl-5-(trifluoromethyl)-3-pyridinyl]-1,6-naphthyridin-5-yl]pyrrolidin-2-one